(2R)-5,5,5-trifluoro-4,4-dimethyl-2-[[(1R)-1-phenylethyl]amino]pentan-1-ol FC(C(C[C@H](CO)N[C@H](C)C1=CC=CC=C1)(C)C)(F)F